ethyl 2-(3-((6-cyano-2-((5,7-dimethyl-1-tosyl-1H-indol-4-yl)-methyl)-2H-indazol-7-yl)oxy)azetidin-1-yl)acetate C(#N)C=1C=CC2=CN(N=C2C1OC1CN(C1)CC(=O)OCC)CC1=C2C=CN(C2=C(C=C1C)C)S(=O)(=O)C1=CC=C(C)C=C1